N-(6-(2-chloro-5-fluorophenyl)-3-(hydroxymethyl)-2-methyl-8-oxo-2,6,7,8-tetrahydropyrrolo[3,4-g]indazol-5-yl)-3-fluoro-5-(trifluoromethyl)benzamide ClC1=C(C=C(C=C1)F)C1NC(C2=C1C(=CC1=C(N(N=C21)C)CO)NC(C2=CC(=CC(=C2)C(F)(F)F)F)=O)=O